(1r,3r)-3-(2-methoxy-4-nitrophenoxy)-N,N-dimethylcyclobutanamine COC1=C(OC2CC(C2)N(C)C)C=CC(=C1)[N+](=O)[O-]